tri-octyl-aluminium C(CCCCCCC)[Al](CCCCCCCC)CCCCCCCC